ClC=1C=C(C=CC1NC(N(C)C)=O)C 3-(3-chloro-4-tolyl)-N,N-dimethylurea